(2-isopropyl-2'-methyl-1H,1'H-[4,4'-biindene]-1,1'-diyl)bis(dimethyl(2,3,4,5-tetramethylcyclopenta-2,4-dien-1-yl)silane) C(C)(C)C=1C(C=2C=CC=C(C2C1)C=1C=2C=C(C(C2C=CC1)[Si](C1C(=C(C(=C1C)C)C)C)(C)C)C)[Si](C1C(=C(C(=C1C)C)C)C)(C)C